3-ethyl-4-((1-methyl-1H-benzo[d][1,2,3]triazol-5-yl)oxy)aniline C(C)C=1C=C(N)C=CC1OC1=CC2=C(N(N=N2)C)C=C1